ammonium (4-((2S)-2-(2-((methoxycarbonyl)(methyl)amino)-3-{pyridin-4-yl}propanamido)-2-(4-(2,2,2-trifluoroethyl)thiazol-2-yl)ethyl)phenyl)sulfamate COC(=O)N(C(C(=O)N[C@@H](CC1=CC=C(C=C1)NS([O-])(=O)=O)C=1SC=C(N1)CC(F)(F)F)CC1=CC=NC=C1)C.[NH4+]